OCC1CN(C(O1)=O)C1=CC=CC2=CC=C(C=C12)C1=NC=CC=C1 5-(hydroxymethyl)-3-[7-(pyridin-2-yl)naphthalen-1-yl]-1,3-oxazolidin-2-one